C(C(=C)C)(=O)OC1C(CCCCCCCCC)O1 11-epoxyundecyl methacrylate